1-[2-[3-(Difluoromethyl)-5-methyl-pyrazol-1-yl]-6-[6-[(6-methylpyridazin-3-yl)amino]imidazo[4,5-c]pyridin-3-yl]-3-pyridinyl]ethanol FC(C1=NN(C(=C1)C)C1=NC(=CC=C1C(C)O)N1C=NC2=C1C=NC(=C2)NC=2N=NC(=CC2)C)F